N(=O)OO.OO hydrogen peroxide peroxynitrite